COCC1=NN2C(C(=NC=C2)O)=C1 2-(methoxymethyl)pyrazolo[1,5-a]pyrazin-4-ol